C(C)[C@@H]1NC[C@H](N(C1)C(C)C1=C(C=C(C=C1)F)CO)CC (2S,5R)-2,5-diethyl-4-(1-(4-fluoro-2-(hydroxymethyl)phenyl)ethyl)piperazine